C(=O)(O)CCNC1=C2C=CN(C2=CC(=C1)C(=O)O)C(C)C 4-((2-carboxyethyl)amino)-1-isopropyl-1H-indole-6-carboxylic acid